5-((2-(2,6-dioxopiperidin-3-yl)-1,3-dioxoisoindolin-4-yl)amino)pentanoic acid amide O=C1NC(CCC1N1C(C2=CC=CC(=C2C1=O)NCCCCC(=O)N)=O)=O